4-(4-((4-(4-(Hydroxymethyl)-4-methylpiperidin-1-yl)-5-((1-(trifluoromethyl)-1H-pyrazol-4-yl)ethynyl)pyridin-2-yl)amino)pyrimidin-2-yl)-N,N-dimethyl-1H-pyrazole-1-sulfonamide OCC1(CCN(CC1)C1=CC(=NC=C1C#CC=1C=NN(C1)C(F)(F)F)NC1=NC(=NC=C1)C=1C=NN(C1)S(=O)(=O)N(C)C)C